CC1=NC=CN1CC methyl-3-ethylimidazole